C(=C\C1=CC=CC=C1)/CC(=O)O trans-styrylacetic acid